1,1-Dichloroacetophenone C1=CC=C(C=C1)C(=O)C(Cl)Cl